C(C=C)C(C(=O)OCC(CCCC)C)(C(=O)OCC(CCCC)C)C di(2-methylhexyl) 2-allyl-2-methyl-malonate